7-chloro-N-((S)-1-(((S)-1-cyano-2-((S)-2-oxopiperidin-3-yl)ethyl)amino)-3-cyclopropyl-1-oxopropan-2-yl)-5-methoxy-1H-indole-2-carboxamide ClC=1C=C(C=C2C=C(NC12)C(=O)N[C@H](C(=O)N[C@@H](C[C@H]1C(NCCC1)=O)C#N)CC1CC1)OC